1-fluoroethylene FC=C